ClC1=NC=CC(=C1NC(/C(=C/C1=CC=C2C=NNC2=C1F)/F)=O)C (Z)-N-(2-chloro-4-methylpyridin-3-yl)-2-fluoro-3-(7-fluoro-1H-indazol-6-yl)acrylamide